4-(4-Ethylphenoxy)-3-(1H-pyrazol-1-ylmethyl)aniline C(C)C1=CC=C(OC2=C(C=C(N)C=C2)CN2N=CC=C2)C=C1